C(C)OC1=C(C=CC(=C1)OC)C(C)(C#CC1=C(C=CC=C1)OC)O 2-(2-Ethoxy-4-methoxyphenyl)-4-(2-methoxyphenyl)but-3-yn-2-ol